4-{[bis(phenylmethyloxy)phosphoryl]oxy}-3,3-dimethylbutyric acid C1(=CC=CC=C1)COP(=O)(OCC1=CC=CC=C1)OCC(CC(=O)O)(C)C